N,N,N-tributyl-N-eicosylammonium C(CCC)[N+](CCCCCCCCCCCCCCCCCCCC)(CCCC)CCCC